CC1=NC2=C(N1CC1=C(C=C(C=C1)Cl)F)C=C(C=C2CCS(=O)(=O)N)C=2C1=C(C(N(C2)C)=O)NC=C1 (2-methyl-6-(6-methyl-7-oxo-6,7-dihydro-1H-pyrrolo[2,3-c]pyridin-4-yl)-1-(2-fluoro-4-chlorobenzyl)-1H-benzo[d]imidazol-4-yl)ethylsulfonamide